methacroylalanine C(=O)(C(=C)C)N[C@@H](C)C(=O)O